C1(CC1)C=1C=NN(C1C1=C(C=CC=C1)F)CC1=CC=C(C=C1)OC 4-cyclopropyl-5-(2-fluorophenyl)-1-(4-methoxybenzyl)-1H-pyrazole